C12N(C3CC(CC(C1)C3)C2)C(=O)C2=CC3=C(C=N2)C(=NN3CC(F)(F)F)C3=CN=C2N3C=C(C=C2F)F (2-Aza-tricyclo[3.3.1.1*3,7*]dec-2-yl)-[3-(6,8-difluoro-imidazo[1,2-a]pyridin-3-yl)-1-(2,2,2-trifluoro-ethyl)-1H-pyrazolo[4,3-c]pyridin-6-yl]-methanon